N-((3-((3-bromo-5-(((ethyl(methyl)amino)methylene)amino)-6-methylpyridin-2-yl)oxy)phenyl)(methyl)(oxo)-λ6-sulfaneylidene)cyclopropanecarboxamide BrC=1C(=NC(=C(C1)N=CN(C)CC)C)OC=1C=C(C=CC1)S(=NC(=O)C1CC1)(=O)C